3,7-diisopropylacenaphthoquinone C(C)(C)C1=C2C(C(C=3C=C(C=C(C=C1)C32)C(C)C)=O)=O